Methyl (1R,4r)-4-((E)-4-(((1r,4R)-4-(2-(dibenzylamino)ethoxy)cyclohexyl) oxy)but-2-enamido)cyclohexane-1-carboxylate C(C1=CC=CC=C1)N(CCOC1CCC(CC1)OC/C=C/C(=O)NC1CCC(CC1)C(=O)OC)CC1=CC=CC=C1